(2-(6-(3-methoxybenzyl)pyridin-2-yl)morpholino)(quinolin-8-yl)methanone COC=1C=C(CC2=CC=CC(=N2)C2OCCN(C2)C(=O)C=2C=CC=C3C=CC=NC23)C=CC1